2-(1H-pyrazol-4-yl)-7-(pyrrolidine-1-carbonyl)-12-oxa-3-thia-6-azatricyclo-[6.4.1.04,13]-trideca-1,4(13),7-trien-5-one N1N=CC(=C1)C1=C2OCCCC3=C(NC(C(S1)=C23)=O)C(=O)N2CCCC2